2-dicyclohexylphosphino-2',6'-dimethoxy-1,1'-biphenyl-3'-sulfonate C1(CCCCC1)P(C1=C(C=CC=C1)C1=C(C(=CC=C1OC)S(=O)(=O)[O-])OC)C1CCCCC1